ClC=1N=C(C2=CC=C(C=C2C1I)C1=CC(=CC2=CC=CC=C12)OCOC)N1C[C@H]2CC[C@@H](C1)N2C(=O)OC(C)(C)C tert-butyl (1R,5S)-3-(3-chloro-4-iodo-6-(3-(methoxymethoxy)naphthalen-1-yl)isoquinolin-1-yl)-3,8-diazabicyclo[3.2.1]octan-8-carboxylate